8-fluoro-2-(((S)-1-methylpyrrolidin-2-yl)methoxyl-7-(5,6,7,8-tetrahydronaphthalen-1-yl)pyridino[4,3-d]pyrimidin-4-yl)piperazine-1-carboxylate FC1=C(N=CC2=C1N=C(N=C2C2N(CCNC2)C(=O)[O-])OC[C@H]2N(CCC2)C)C2=CC=CC=1CCCCC21